N-[(2S)-1-(azetidin-1-yl)propan-2-yl]-1-methyl-3-(2-{[3-(trifluoromethyl)phenyl]amino}pyrimidin-4-yl)-1H-pyrazole-5-carboxamide N1(CCC1)C[C@H](C)NC(=O)C1=CC(=NN1C)C1=NC(=NC=C1)NC1=CC(=CC=C1)C(F)(F)F